COC=1C=C2C=CC(=CC2=CC1)[C@@H](C(=O)Cl)C (S)-2-(6-methoxy-2-naphthyl)propionyl chloride